CS(=O)(=O)Cl methanesulfonyl-Chlorine